C(=O)(C(=C)C)[SiH3] Methacryl-Silane